6-hydroxy-4-({1-[4-(methylsulfonyl)benzyl]-1H-pyrazol-4-yl}methyl)-5-oxo-4,5-dihydrothieno[3,2-b]pyridine-7-carboxylic acid OC1=C(C2=C(N(C1=O)CC=1C=NN(C1)CC1=CC=C(C=C1)S(=O)(=O)C)C=CS2)C(=O)O